COC=1C=CC=C2CCN(C12)C(=O)C=1C=C2CN(C(C2=CC1)=O)C1C(NC(CC1)=O)=O 3-(5-(7-methoxyindoline-1-carbonyl)-1-oxoisoindolin-2-yl)piperidine-2,6-dione